ClC=1C(=C(C(=O)Cl)C=CC1)F 3-chloro-2-fluorobenzoyl chloride